CN(C(OC(C)(C)C)=O)[C@@H]1CN2C(OC1)=C(C=N2)S(NC(NC2=C1C(=CC=3CCCC23)CC1)=O)(=O)=O Tert-butyl (R)-methyl(3-(N-((2,4,5,6-tetrahydro-1H-cyclobuta[f]inden-3-yl)carbamoyl) sulfamoyl)-6,7-dihydro-5H-pyrazolo[5,1-b][1,3]oxazin-6-yl)carbamate